FC1(CCN(CC1)C=1C2=C(N=CN1)NC(=C2)C2=CC=C(C=C2)NC(=O)N2CCNCC2)F N-(4-(4-(4,4-difluoropiperidin-1-yl)-7H-pyrrolo[2,3-d]pyrimidin-6-yl)phenyl)piperazine-1-carboxamide